4-hydroxy-4-((4-hydroxyphenyl)butan-1,3-diyn-1-yl)cyclohexa-2,5-dien-1-one OC1(C=CC(C=C1)=O)C#CC#CC1=CC=C(C=C1)O